5-(4-(((3-(2-Cyclopropyloxazol-4-yl)phenyl)amino)methyl)bicyclo[2.2.2]octan-1-yl)-N,N-dimethylpyridin-2-amine C1(CC1)C=1OC=C(N1)C=1C=C(C=CC1)NCC12CCC(CC1)(CC2)C=2C=CC(=NC2)N(C)C